Tetrahydroxycyclohexane OC1(C(CCCC1)(O)O)O